OCCNC1=C(C(=O)OC)C=C(C=N1)C1=CC(=CC=C1)C(NC1=CC=C(C=C1)OCCC1=CC=CC=C1)=O methyl 2-((2-hydroxyethyl)amino)-5-(3-((4-phenethoxyphenyl)carbamoyl)phenyl)nicotinate